8-methoxy-8-(trifluoromethyl)-1,4-dioxaspiro[4.5]decane COC1(CCC2(OCCO2)CC1)C(F)(F)F